4-(3-chloro-2-pyridinyl)-N-((1R,2R,4S)-7-cyano-7-azabicyclo[2.2.1]heptan-2-yl)benzamide ClC=1C(=NC=CC1)C1=CC=C(C(=O)N[C@H]2[C@H]3CC[C@@H](C2)N3C#N)C=C1